C1(CC1)S(=O)(=O)NC=1SC=C(N1)C(C(=O)NC1=CC=C(C=N1)C=1C=NC=C(C1)C)(C)C 2-(2-(cyclopropanesulfonamido)thiazol-4-yl)-2-methyl-N-(5'-methyl-[3,3'-bipyridin]-6-yl)propanamide